(S)-5,7-dihydro-spiro[cyclopenta[c]pyridin-6,4'-piperidin]-5-amine N1CCC2(CC1)[C@@H](C1=C(C=NC=C1)C2)N